4'-((2-(Tert-butyl)-1H-imidazol-1-yl)methyl)-5-isobutyl-N-(5-methylpyrimidin-2-yl)-[1,1'-biphenyl]-2-sulphonamide C(C)(C)(C)C=1N(C=CN1)CC1=CC=C(C=C1)C=1C(=CC=C(C1)CC(C)C)S(=O)(=O)NC1=NC=C(C=N1)C